diphenyl-N,N'-di-p-tolylbenzene-1,4-diamine C1(=CC=CC=C1)C=1C(=C(C=CC1NC1=CC=C(C=C1)C)NC1=CC=C(C=C1)C)C1=CC=CC=C1